5lambda2-benzo[d]benzo[4,5]imidazo[3,2-a]imidazole C1=CC=CC=2[N]C=3N(C21)C2=C(N3)C=CC=C2